2-[2-(2,6-dioxo-3-piperidinyl)-3-oxo-isoindolin-1-yl]acetic acid tert-butyl ester C(C)(C)(C)OC(CC1N(C(C2=CC=CC=C12)=O)C1C(NC(CC1)=O)=O)=O